4-(tert-butyl)-piperidine C(C)(C)(C)C1CCNCC1